1,5-diazepan N1CCCNCC1